O=C1NC(CCC1N1C(C2=CC=C(C=C2C1=O)NS(=O)(=O)C1=CC(=CC=C1)OC(F)(F)F)=O)=O N-(2-(2,6-dioxopiperidin-3-yl)-1,3-dioxoisoindolin-5-yl)-3-(trifluoro-methoxy)benzene-sulfonamide